C(C)(C)(C)C1=CC=2C(=NC(=CN2)C2CCCC(C(N2)COC2=NC(=NC(=C2)C2=C(C=CC=C2C)C)NS(=O)(=O)C=2C=C(C(=O)O)C=CC2)CC2CC2)N1C.[N] nitrogen 3-[[4-[[7-(6-tert-butyl-5-methyl-pyrrolo[2,3-b]pyrazin-3-yl)-3-(cyclopropylmethyl)azepan-2-yl]methoxy]-6-(2,6-dimethylphenyl)pyrimidin-2-yl]sulfamoyl]benzoic acid